NN1C(NC(=C(C1=O)N1CC(CC1)N(C(OC(C)(C)C)=O)C)CC)=N tert-butyl (1-(3-amino-6-ethyl-2-imino-4-oxo-1,2,3,4-tetrahydropyrimidin-5-yl)pyrrolidin-3-yl)(methyl)carbamate